3'-allyloxymethyl-thymidine ethyl-(3S)-3-{4,4'-difluoro-2',5,6'-trimethyl-[1,1'-biphenyl]-3-yl}-3-[(2S)-2-[(6-fluoropyridin-2-yl)formamido]-4-methylpentanamido]propanoate C(C)C(C(=O)OC[C@@H]1[C@](C[C@@H](O1)N1C(=O)NC(=O)C(C)=C1)(O)COCC=C)[C@H](NC([C@H](CC(C)C)NC(=O)C1=NC(=CC=C1)F)=O)C=1C=C(C=C(C1F)C)C1=C(C=C(C=C1C)F)C